tert-butyl 3-[(tert-butyldiphenylsilyl)oxy]-3-cyanoazetidine-1-carboxylate [Si](C1=CC=CC=C1)(C1=CC=CC=C1)(C(C)(C)C)OC1(CN(C1)C(=O)OC(C)(C)C)C#N